NC1=C(C=2C=3N(C=NC2N1C1=C(C(=CC=C1C)OC)C)C=NN3)C#N 8-amino-7-(3-methoxy-2,6-dimethylphenyl)-7H-pyrrolo[3,2-e][1,2,4]triazolo[4,3-c]pyrimidine-9-carbonitrile